(4-methoxy-2-(trifluoromethyl)phenyl)boronic acid COC1=CC(=C(C=C1)B(O)O)C(F)(F)F